FC12CC3(CC(CC(C1)(C3)F)(C2)F)C(=O)O 3,5,7-Trifluoroadamantane-1-carboxylic acid